C(#N)C=1C2=C(N(N=C2C=C(C1)C=1C=NN(C1)CCC1(CCC1)O)C)C1=CC(=C(C(=O)NCC2(CC2)F)C(=C1)OC)OC(F)F 4-[4-cyano-6-[1-[2-(1-hydroxycyclobutyl)ethyl]pyrazol-4-yl]-2-methylindazol-3-yl]-2-(difluoromethoxy)-N-[(1-fluorocyclopropyl)methyl]-6-methoxybenzamide